4-[(2R)-3-(3,4-dihydro-1H-isoquinolin-2-yl)-2-hydroxy-propyl]-2,2-dimethyl-8-(morpholinomethyl)-3H-pyrido[3,2-f][1,4]oxazepin-5-one C1N(CCC2=CC=CC=C12)C[C@H](CN1CC(OC2=C(C1=O)C=CC(=N2)CN2CCOCC2)(C)C)O